Cl.CN1N=NC=C1C(N)=N 1-methyl-1H-1,2,3-triazole-5-carboximidoamide hydrochloride